C(CCC)[Sn](CCC[CH2+])(C=1C=NC(=NC1)OCC)CCCC 4-(dibutyl(2-ethoxypyrimidin-5-yl)stannyl)butan-1-ylium